2,3',5-tris(trifluoromethoxy)benzidine FC(OC1=C(C=C(C(=C1)N)OC(F)(F)F)C1=CC(=C(N)C=C1)OC(F)(F)F)(F)F